C(CCCCCCCCCCCCC)OCCCCCCCCCCCCCC myristylether